FC1(CCN(CC1)C=1C=C(C=CC1C(=O)N1CCN(CC1)CCC)NC(=O)C1CC1)F N-(3-(4,4-difluoropiperidin-1-yl)-4-(4-propylpiperazine-1-carbonyl)phenyl)cyclopropanecarboxamide